(3R)-3-amino-7-(5-tert-butyl-1,3,4-oxadiazol-2-yl)-8-fluoro-1,1-dioxo-5-[(4-tetrahydrofuran-3-yloxyphenyl)methyl]-2,3-dihydro-1λ6,5-benzothiazepin-4-one N[C@H]1CS(C2=C(N(C1=O)CC1=CC=C(C=C1)OC1COCC1)C=C(C(=C2)F)C=2OC(=NN2)C(C)(C)C)(=O)=O